Cyclopropyl-(3-(6-(1-methyl-1H-imidazol-4-yl)pyrrolo[2,1-f][1,2,4]triazin-4-yl)-3,8-diazabicyclo[3.2.1]oct-8-yl)methanone C1(CC1)C(=O)N1C2CN(CC1CC2)C2=NC=NN1C2=CC(=C1)C=1N=CN(C1)C